(1S,6R)-4-(4-chlorophenyl)-6-methylbicyclo[4.1.0]hept-3-en-3-ylmethanol ClC1=CC=C(C=C1)C1=C(C[C@@H]2C[C@@]2(C1)C)CO